7-((2R,3R,4R,5R)-4-(benzyloxy)-5-((benzyloxy)methyl)-3-fluorotetrahydrofuran-2-yl)-4-chloro-5-fluoro-7H-pyrrolo[2,3-d]pyrimidine C(C1=CC=CC=C1)O[C@H]1[C@H]([C@@H](O[C@@H]1COCC1=CC=CC=C1)N1C=C(C2=C1N=CN=C2Cl)F)F